5-benzyl-2-butyl-3-(2,6-dimethoxyphenyl)-6-hydroxy-3,4-dihydropyrimidin-4-one C(C1=CC=CC=C1)C=1C(N(C(=NC1O)CCCC)C1=C(C=CC=C1OC)OC)=O